methyl (1s,4s)-6'-bromo-4-(3-chloroanilino)-2',3'-dihydrospiro[cyclohexane-1,5'-indeno[5,6-b]furan]-4-carboxylate BrC=1C2(C3=CC4=C(OCC4)C=C3C1)CCC(CC2)(C(=O)OC)NC2=CC(=CC=C2)Cl